6-(3-(2-chloro-4-hydroxyphenyl)-3-hydroxyazetidin-1-yl)-5-fluoronicotinic acid methyl ester COC(C1=CN=C(C(=C1)F)N1CC(C1)(O)C1=C(C=C(C=C1)O)Cl)=O